5-chloro-2-(difluoromethyl)-N-((1r,4r)-4-((3-(2,3-difluorophenyl)-6-fluoro-3-hydroxy-2-oxoindolin-1-yl)methyl)cyclohexyl)nicotinamide ClC=1C=NC(=C(C(=O)NC2CCC(CC2)CN2C(C(C3=CC=C(C=C23)F)(O)C2=C(C(=CC=C2)F)F)=O)C1)C(F)F